CN1CC(C1)COC=1C2=C(N=C(N1)N1CCOCC1)N(CC2)C=2C=NC=CC2 4-(4-((1-methylazetidin-3-yl)methoxy)-7-(pyridin-3-yl)-6,7-dihydro-5H-pyrrolo[2,3-d]pyrimidin-2-yl)morpholine